CC1=C(C(=O)C2=C(C=CC=C2)P(OCC)([O-])=O)C(=CC(=C1)C)C Ethyl 2,4,6-trimethylbenzoylphenylphosphonate